O1C(=NC2=NC=CC=C21)C2NCCC2 2-Oxazolo[4,5-b]pyridin-2-yl-pyrrolidin